ClC1=NC=CC(=N1)C=1C=NC2=CC=CC=C2C1 3-(2-chloro-pyrimidin-4-yl)quinoline